CC1=C2C(=NC=C1C1=CC=C(N1)C(=O)OC)NC=C2 methyl 5-(4-methyl-1H-pyrrolo[2,3-b]pyridin-5-yl)-1H-pyrrole-2-carboxylate